C1(CC1)NC(=O)C=1C=NC(=NC1)N1CCN(CC1)C(=O)C1=CC=C(C=C1)C1=NC2=C(N1)C=CC=C2C(=O)N 2-(4-(4-(5-(cyclopropylcarbamoyl)pyrimidin-2-yl)piperazine-1-carbonyl)phenyl)-1H-benzo[d]imidazole-4-carboxamide